N-((5-ethynylpyridin-2-yl)methyl)-1-(pyrimidin-2-yl)ethan-1-amine C(#C)C=1C=CC(=NC1)CNC(C)C1=NC=CC=N1